5-((R)-2-(2-ethyl-5-fluoropyridin-3-yl)pyrrolidin-1-yl)-N-((trans)-4-hydroxycyclohexyl)pyrazolo[1,5-a]pyrimidine-3-carboxamide C(C)C1=NC=C(C=C1[C@@H]1N(CCC1)C1=NC=2N(C=C1)N=CC2C(=O)N[C@@H]2CC[C@H](CC2)O)F